4'-trifluoromethyl-biphenyl-4-carbaldehyde FC(C1=CC=C(C=C1)C1=CC=C(C=C1)C=O)(F)F